3-(benzylsulfanyl)-5-[cyclopropyl-(methoxy)methyl]-1-methyl-1H-pyrazole C(C1=CC=CC=C1)SC1=NN(C(=C1)C(OC)C1CC1)C